C[NH+](C)CCCCCCCCCCCC N,N-dimethyl-dodecyl-ammonium